C(C)(C)(C)OC(=O)N1[C@@H](CN(CC1)C1=NC=C(N=C1)Br)C (2R)-4-(5-bromopyrazin-2-yl)-2-methyl-piperazine-1-carboxylic acid tert-butyl ester